vanadium-potassium fluorine N-((6-acetyl-5-chloro-1-(phenylsulfonyl)-1H-indol-2-yl)methyl)acetamide C(C)(=O)C1=C(C=C2C=C(N(C2=C1)S(=O)(=O)C1=CC=CC=C1)CNC(C)=O)Cl.[F].[K].[V]